C(C1=CC=CC=C1)N1C(C(=C(C=C1)CN1CCSCC1)O)=O 1-benzyl-3-hydroxy-4-(thiomorpholin-4-ylmethyl)pyridin-2(1H)-one